1-(2-cyclohexylethyl)-4-(4,4,5,5-tetramethyl-1,3,2-dioxaborolan-2-yl)-1H-pyrazole C1(CCCCC1)CCN1N=CC(=C1)B1OC(C(O1)(C)C)(C)C